cis,cis-N1,N7-Bis(6-(didodecylamino)hexyl)-5,7-bis(hydroxymethyl)-4-oxo-3-oxabicyclo[3.3.1]nonane-1,7-dicarboxamide C(CCCCCCCCCCC)N(CCCCCCNC(=O)[C@@]12COC([C@@](CC(C1)(C(=O)NCCCCCCN(CCCCCCCCCCCC)CCCCCCCCCCCC)CO)(C2)CO)=O)CCCCCCCCCCCC